1-azepinecarboxylic acid tert-butyl ester C(C)(C)(C)OC(=O)N1C=CC=CC=C1